(5'S,7a'R)-1-[6-(methylsulfanyl)pyrimidin-4-yl]-5'-phenyltetrahydro-3'H-spiro[piperidine-4,2'-pyrrolo[2,1-b][1,3]oxazol]-3'-one CSC1=CC(=NC=N1)N1CCC2(C(N3[C@H](O2)CC[C@H]3C3=CC=CC=C3)=O)CC1